FC1=CC=C(C=C1)[C@H]1[C@@H](CNCC1)COC1=CC=C(OCCOCC(=O)O)C=C1 2-(2-(4-(((3S,4R)-4-(4-fluorophenyl)piperidin-3-yl)methoxy)phenoxy)ethoxy)acetic acid